ClC1=CC=C(NC(=O)OCCCCCCCC)C=C1 p-chloro-N-octyloxycarbonyl-aniline